The molecule is an isocyanate comprising a cyclohexane core with a single isocyanato substituent. It has a role as an allergen. C1CCC(CC1)N=C=O